1-(5-chloro-4-iodo-2-pyridyl)-N,N-dimethyl-piperidine-4-carboxamide ClC=1C(=CC(=NC1)N1CCC(CC1)C(=O)N(C)C)I